FC1=C(C(=O)C2=CC=C(N2C)C(=O)C=2C=NC=CC2)C=CC=C1 (5-(2-fluorobenzoyl)-1-methyl-1H-pyrrol-2-yl)(pyridin-3-yl)methanone